1-(5-(4-hydroxyphenyl)-1H-indol-3-yl)-3-(4-(trifluoromethyl)phenyl)urea OC1=CC=C(C=C1)C=1C=C2C(=CNC2=CC1)NC(=O)NC1=CC=C(C=C1)C(F)(F)F